C[SiH](N[SiH](C)C)C N-(Dimethylsilyl)-1,1-dimethyl-silanamine